C(C)(=O)N[C@@H](CC(=O)OC(C)(C)C)C(=O)N[C@H](C(=O)NCC1=C(C=CC(=C1)OCCCCN(C)C(=O)OC(C)(C)C)C)CCC1=CC=CC=C1 (S)-tert-butyl 3-acetamido-4-(((S)-1-((5-(4-((tert-butoxycarbonyl)(methyl) amino)butoxy)-2-methylbenzyl)amino)-1-oxo-4-phenylbutan-2-yl)amino)-4-oxobutanoate